FC1=CC(=C(C=C1)NC1=C(C(=O)NC=2N=NC(=CC2C)OC)C=CC(=C1)C(F)(F)F)C 2-((4-fluoro-2-methylphenyl)amino)-N-(6-methoxy-4-methylpyridazin-3-yl)-4-(trifluoromethyl)benzamide